ClC1=C2C=C(NC2=C(C(=C1)[C@@H]1CNCCC1)F)C(=O)OC methyl 4-chloro-7-fluoro-6-[(3R)-3-piperidyl]-1H-indole-2-carboxylate